(1S,4R,5S)-4-formyl-2-azabicyclo[3.1.0]hexane-2-carboxylic acid tert-butyl ester C(C)(C)(C)OC(=O)N1[C@H]2C[C@H]2[C@H](C1)C=O